NCC=1C=CC(=C(C(=O)NC(C)C2=CC(=CC3=CC=CC=C23)C=2C=NN(C2)C)C1)C 5-(aminomethyl)-2-methyl-N-(1-(3-(1-methyl-1H-pyrazol-4-yl)naphthalen-1-yl)ethyl)benzamide